1-(propan-2-yl)-N-[(1s,4s)-4-{[2-(trifluoromethyl)imidazo[1,2-a]pyridin-5-yl]amino}cyclohexyl]-1H-pyrazole-5-carboxamide CC(C)N1N=CC=C1C(=O)NC1CCC(CC1)NC1=CC=CC=2N1C=C(N2)C(F)(F)F